C1N(CCC2=CC=CC=C12)C1C(CC(C1)O)CC(=O)O.N1=CC=C(C=C1)B(C1=CC=NC=C1)C1=CC=NC=C1 tri(pyridin-4-yl)borane 2-(3,4-dihydroisoquinolin-2(1H)-yl)-4-hydroxycyclopentyl-acetate